(R,S)-4-((3-Cyanophenyl)((8-isopropyl-4-oxochroman-7-yl)oxy)methyl)benzamide C(#N)C=1C=C(C=CC1)[C@@H](C1=CC=C(C(=O)N)C=C1)OC1=CC=C2C(CCOC2=C1C(C)C)=O